β-nitropropanoate [N+](=O)([O-])CCC(=O)[O-]